(1r,4r)-4-(3-bromoanilino)-2'-propyl-2',3'-dihydrospiro[cyclohexane-1,1'-indene]-4-carboxylic acid BrC=1C=C(NC2(CCC3(C(CC4=CC=CC=C34)CCC)CC2)C(=O)O)C=CC1